C1(CCCC1)NC(=O)NCC1=C(C=C(C=C1C)B1OC(C(O1)(C)C)(C)C)C 1-cyclopentyl-3-(2,6-dimethyl-4-(4,4,5,5-tetramethyl-1,3,2-dioxaborolan-2-yl)benzyl)urea